3-(5-fluoro-3-methyl-2-oxo-2,3-dihydro-1H-benzo[d]imidazol-1-yl)piperidine-2,6-dione FC1=CC2=C(N(C(N2C)=O)C2C(NC(CC2)=O)=O)C=C1